NC([C@@H](CC(=O)OCC1=CC=CC=C1)NC(=O)OC(C)(C)C)=O benzyl (R)-4-amino-3-((tert-butoxycarbonyl) amino)-4-oxobutanoate